6-Ethoxy-N-[3-[(1S)-1-[(4-methyl-1,2,4-triazol-3-yl)sulfanyl]ethyl]phenyl]pyridine-2-carboxamide C(C)OC1=CC=CC(=N1)C(=O)NC1=CC(=CC=C1)[C@H](C)SC1=NN=CN1C